ClC=1N=C(C2=C(N1)C(=C(S2)C[C@@H](CO)C)C)N(C(OC(C)(C)C)=O)CC=2OC=CC2 tert-butyl (S)-(2-chloro-6-(3-hydroxy-2-methylpropyl)-7-methylthieno[3,2-d]pyrimidin-4-yl)(furan-2-ylmethyl)carbamate